N1(CC1)CCC(=O)O.N1(CC1)CCC(=O)O.N1(CC1)CCC(=O)O.OCC(CO)(CC)CO 2,2-bis(hydroxymethyl)butanol tris[3-(1-aziridinyl) propionate]